(12Z)-15-hydroxy-12-pentadecenyl acetate C(C)(=O)OCCCCCCCCCCC\C=C/CCO